N1(CCCCCC1)CCN1C(CN(C2=C(C1)C=CC=C2)CC2=CC=CC=C2)=O 4-(2-(azepan-1-yl)ethyl)-1-benzyl-1,2,4,5-tetrahydro-3H-benzo[e][1,4]diazepin-3-one